C(C1=CC=CC=C1)OC=1C(=CC(=C(C1)NC(=O)C1=CNC2=CC=CC=C2C1=O)C(C)(C)C)Br N-(5-benzyloxy-4-bromo-2-tert-butyl-phenyl)-4-oxo-1H-quinoline-3-carboxamide